C(C1CCCO1)OCl.[Ti] titanium (tetrahydrofurfuryloxy)chloride